COC(=O)C(CC=1OC(=CC(C1)=O)C(=O)OC)CC 2,6-dimethoxycarbonylbutyl-4-pyrone